NC=1N=C(C2=C(N1)C=CN2CC2=CC=C(C=C2)CNC(OC(C)(C)C)=O)NOCCCC tert-Butyl N-[(4-{[2-amino-4-(butoxyamino)-5H-pyrrolo[3,2-d]pyrimidin-5-yl]methyl}phenyl)methyl]carbamate